OC12C(C=CC=C1O2)C(=O)C2C1(C(=CC=C2)O1)O epoxy-2-hydroxy-phenyl ketone